1-(oxan-2-yl)-5-(tetraMethyl-1,3,2-dioxaborolan-2-yl)-1H-pyrazole O1C(CCCC1)N1N=CC=C1B1OC(C(O1)(C)C)(C)C